FC1(C[C@H]2[C@H]([C@H](CC[C@@]2([C@H]2CC[C@]3([C@H]([C@H]12)CC[C@@H]3[C@H](C)CCCC(C(F)(F)F)O)C)C)O)O)F (1R,3aS,3bS,5aR,6R,7S,9aR,9bS,11aR)-4,4-difluoro-9a,11a-dimethyl-1-[(2R)-7,7,7-trifluoro-6-hydroxyhept-2-yl]hexadecahydro-1H-cyclopenta[1,2-a]phenanthrene-6,7-diol